2-(4-benzyloxy-3-cyclobutyl-anilino)-2-methyl-propionitrile C(C1=CC=CC=C1)OC1=C(C=C(NC(C#N)(C)C)C=C1)C1CCC1